NC1=NC=C(C(=C1C1=CC=C(C=C1)O)CC)C1=CC(=CC=C1)CN1CCOCC1 4-[2-amino-4-ethyl-5-[3-(morpholinomethyl)phenyl]-3-pyridinyl]phenol